C1([C@H](O)[C@@H](O)[C@H](O)[C@H](O1)CO)OC1=C(C(=O)O[C@@H]1[C@@H](O)CO)O glucopyranosyl-L-ascorbate